FC=1C=CC2=C(CN3C(C=4N(N(C2)C3)C=C(C(C4O)=O)C(=O)NCC4=C(C=C(C=C4F)F)F)=O)C1 10-fluoro-1-hydroxy-2,14-dioxo-N-(2,4,6-trifluorobenzyl)-2,7,12,14-tetrahydro-6,13-methanobenzo[g]pyrido[1,2-b][1,2,5]triazonine-3-carboxamide